1-[4-(2-methylpropyl)phenyl]acetone CC(CC1=CC=C(C=C1)CC(=O)C)C